5-chloro-2-[({[(3R)-oxolan-3-yl]methyl}amino)methyl]-7,8-dihydro-6H-spiro[[1,3]oxazolo[5,4-f]quinazoline-9,1'-cyclohexan]-7-one ClC=1C=C2C(=C3C1NC(NC31CCCCC1)=O)OC(=N2)CNC[C@@H]2COCC2